C1CC12NCCC2 4-azaspiro[2.4]Heptane